OC=1C=C(C=CC1O)C1OC2=CC(=CC(=C2C(C1O)=O)O)O 2-(3,4-dihydroxyphenyl)-3,5,7-trihydroxychroman-4-one